1-(4-((4-(2-acetoxy-3-(ethylsulfonyl)propoxy)-3-chlorophenyl)sulfonyl)-2-chlorophenoxy)-3-chloropropan-2-yl acetate C(C)(=O)OC(COC1=C(C=C(C=C1)S(=O)(=O)C1=CC(=C(C=C1)OCC(CS(=O)(=O)CC)OC(C)=O)Cl)Cl)CCl